2-(methylamino)ethylbenzyl chloride acrylate C(C=C)(=O)O.CNCCC(C1=CC=CC=C1)Cl